ClC1=C2N=CN(C2=NC(=N1)F)C(CCO)CCCCCCCCC 3-(6-Chloro-2-fluoro-9H-purin-9-yl)dodecan-1-ol